1-phenyl-2,3-dihydro-1H-indene C1(=CC=CC=C1)C1CCC2=CC=CC=C12